C(C)(C)(C)C1=NC(=NO1)C1=CC=C(C(=O)O)C=C1 4-(5-(tert-butyl)-1,2,4-oxadiazol-3-yl)benzoic acid